3-(3-(3-aminoprop-1-yn-1-yl)-4-isopropylphenoxy)piperidine-2,6-dione NCC#CC=1C=C(OC2C(NC(CC2)=O)=O)C=CC1C(C)C